N-cyclohexyl-6-(2-methyl-1H-imidazol-1-yl)pyrazine-2-carboxamide C1(CCCCC1)NC(=O)C1=NC(=CN=C1)N1C(=NC=C1)C